C(C)C(C(=O)O)CCCCCC.C(CCCCCCC)(=O)OCC ethyl caprylate (ethyl octanoate)